CS(=O)(=O)CC(CS(=O)(=O)C)S(=O)(=O)C 1,2,3-trimethyl-sulfonylpropane